S1C(NCC1)C(=O)O.O[C@H](CC(=O)NC)C=1SC=CC1 (R)-3-hydroxy-N-methyl-3-(thiophene-2-yl)propionamide Thiazolidinecarboxylate